FC(OC[C@@H]1C[C@H](CN1)C(=O)OCC1=CC=CC=C1)F benzyl ((3R,5S)-5-((difluoromethoxy)methyl)pyrrolidin-3-yl)carboxylate